5-(1-(tert-Butoxycarbonyl)piperidin-4-yl)-3-ethyl-2-(5-methyl-1-(triisopropylsilyl)-1H-pyrrolo[2,3-b]Pyridine-4-yl)-1H-indole-1-carboxylic acid tert-butyl ester C(C)(C)(C)OC(=O)N1C(=C(C2=CC(=CC=C12)C1CCN(CC1)C(=O)OC(C)(C)C)CC)C1=C2C(=NC=C1C)N(C=C2)[Si](C(C)C)(C(C)C)C(C)C